Tert-butyl-(5-(6-(6-(2-(ethyl (isopropyl) carbamoyl)-4-fluorophenoxy)-1,2,4-triazin-5-yl)-2,6-diazaspiro[3.4]oct-2-yl)-6-methylheptyl) carbamate C(N)(OC(CCCC(C(C)C)N1CC2(C1)CN(CC2)C=2N=CN=NC2OC2=C(C=C(C=C2)F)C(N(C(C)C)CC)=O)C(C)(C)C)=O